N-(2-(2-cyano-4,4-difluoropyrrolidin-1-yl)-2-oxoethyl)-6-(2-(6-(piperazin-1-ylmethyl)pyridin-3-yl)vinyl)quinoline-4-carboxamide C(#N)C1N(CC(C1)(F)F)C(CNC(=O)C1=CC=NC2=CC=C(C=C12)C=CC=1C=NC(=CC1)CN1CCNCC1)=O